C(C)C1=NN(C2=C1C(NCC1(CCOCC1)C2)=O)C[C@H](COC(C2=CC(=CC=C2)F)=O)C 3-Fluorobenzoic acid [(2R)-3-(3-ethyl-4-oxo-spiro[6,8-dihydro-5H-pyrazolo[4,3-c]azepin-7,4'-tetrahydropyran]-1-yl)-2-methyl-propyl] ester